ClC=1C(=NC(=CC1)Cl)C 3,6-dichloro-2-methylpyridine